OC1=C(C2=C(N(C1=O)CC=1C=NN(C1)CC1=CC(=NC=C1)OC)C=CS2)C(=O)O 6-hydroxy-4-({1-[(2-methoxypyridin-4-yl)methyl]-1H-pyrazol-4-yl}methyl)-5-oxo-4,5-dihydrothieno[3,2-b]pyridine-7-carboxylic acid